N-[5-(2,2-difluoropropoxy)-3-pyridyl]-1,1-diphenyl-methanimine FC(COC=1C=C(C=NC1)N=C(C1=CC=CC=C1)C1=CC=CC=C1)(C)F